2-((1S,2R)-1-(2-chloro-4,5-difluorophenyl)-1-(1-methyl-1H-pyrazol-4-yl)propan-2-yl)-5-hydroxy-N-(isoxazol-4-yl)-1-methyl-6-oxo-1,6-dihydropyrimidine-4-carboxamide ClC1=C(C=C(C(=C1)F)F)[C@@H]([C@@H](C)C=1N(C(C(=C(N1)C(=O)NC=1C=NOC1)O)=O)C)C=1C=NN(C1)C